Diethyl (2-((3aR,4R,6R,6aR)-6-methoxy-2,2-dimethyltetrahydrofuro[3,4-d][1,3]dioxol-4-yl)ethyl)phosphonate CO[C@@H]1O[C@@H]([C@@H]2[C@H]1OC(O2)(C)C)CCP(OCC)(OCC)=O